2-(2-nitrophenyl)-3,4-dihydro-2H-pyran [N+](=O)([O-])C1=C(C=CC=C1)C1OC=CCC1